C1(CC1)COC=1C(=NC(=NC1)NS(=O)(=O)C)C1=CN(C(C2=CC=C(C=C12)F)=O)C N-[5-(cyclopropylmethoxy)-4-(6-fluoro-2-methyl-1-oxoisoquinolin-4-yl)pyrimidin-2-yl]methanesulfonamide